Cetyloxypropylglycerylmethoxypropylmyristamid C(CCCCCCCCCCCCCCC)OCCCC(C(C(=O)N)(CCCOC)CC(O)CO)CCCCCCCCCCC